O[C@H]1[C@@H](C[C@H](CC1)CCC)OC ((1S,3R,4R)-4-hydroxy-3-methoxycyclohexyl)propan